(rac)-2'-[6-amino-5-(trifluoromethyl)pyridin-3-yl]-N-{[3-(trifluoromethyl)phenyl]methyl}-5',6'-dihydrospiro[pyrrolidine-3,4'-pyrrolo[1,2-b]pyrazole]-1-carboxamide NC1=C(C=C(C=N1)C=1C=C2N(N1)CC[C@]21CN(CC1)C(=O)NCC1=CC(=CC=C1)C(F)(F)F)C(F)(F)F |r|